N-(5-(8-(dimethylamino)-8-(3-fluorophenyl)-2-oxo-1,3-diazaspiro[4.5]decan-3-yl)-4-methylpyrimidin-2-yl)-N-methylpivaloamide CN(C1(CCC2(CN(C(N2)=O)C=2C(=NC(=NC2)N(C(C(C)(C)C)=O)C)C)CC1)C1=CC(=CC=C1)F)C